ClC1=CC(=C(OCC=2C=NC=C(C#N)C2)C=C1OC1CCC2=C(C=CC=C12)C1=C(C(=CC=C1)OCCCN1C[C@@H](CC1)O)C)CO 5-((4-Chloro-2-(hydroxymethyl)-5-((4-(3-(3-((R)-3-hydroxypyrrolidin-1-yl)propoxy)-2-methylphenyl)-2,3-dihydro-1H-inden-1-yl)oxy)phenoxy)methyl)nicotinonitril